N1(CCCCC1)CCOC1CN(CC1)C=1C2=C(N=CN1)OC(=C2)C=2C(NC(NC2)=O)=O 5-[4-[3-[2-(1-Piperidyl)ethoxy]pyrrolidin-1-yl]furo[2,3-d]pyrimidin-6-yl]-1H-pyrimidine-2,4-dione